C1OC2=CC=C3CC(CC3=C2O1)N 6-methylenedioxy-2-aminoindane